C(CCCCCCC\C=C/C[C@H](O)CCCCCC)C(O)C(O)CO ricinoleyl-glycerol